2-(8-((1R,3s,5S)-8-azabicyclo[3.2.1]octan-3-yl)-5-methyl-5,6,7,8-tetrahydropyrazino[2,3-c]pyridazin-3-yl)-5-(1-methyl-1H-pyrazol-4-yl)phenol [C@H]12CC(C[C@H](CC1)N2)N2CCN(C1=C2N=NC(=C1)C1=C(C=C(C=C1)C=1C=NN(C1)C)O)C